COC=1C=C2C(=CNC2=CC1)C(CN)C 2-(5-methoxy-1H-indol-3-yl)propan-1-amine